7-chloro-4-hydroxy-2-methylisoindolin-1-one ClC=1C=CC(=C2CN(C(C12)=O)C)O